CC1([C@H]2C(C=C([C@@H]1C2)/C=C/C=2C=C(C(=C(C2)C(C(=O)[O-])(C(C)C)NC(=O)OC(C)(C)C)C(C(=O)[O-])(C(C)C)NC(=O)OC(C)(C)C)OC)=O)C 5-((E)-2-((1r,5s)-6,6-dimethyl-4-oxobicyclo[3.1.1]hept-2-en-2-yl) vinyl)-3-methoxy-1,2-phenylenebis(2-((tert-butoxycarbonyl) amino)-3-methylbutanoate)